4-[2-methyl-2,3-dihydro-1-benzofuran-5-yl]piperidine-1-carboxylic acid tert-butyl ester C(C)(C)(C)OC(=O)N1CCC(CC1)C=1C=CC2=C(CC(O2)C)C1